8-acetyl-2-(4,6-dimethylpyridin-3-yl)-3,6-dimethylquinazolin-4(3H)-one C(C)(=O)C=1C=C(C=C2C(N(C(=NC12)C=1C=NC(=CC1C)C)C)=O)C